CC=1N=C(N(C1)C1COC1)C1=CC=C(C#N)C=C1 4-(4-methyl-1-(oxetan-3-yl)-1H-imidazol-2-yl)benzonitrile